[O-2].[Nd+3].[O-2].[O-2].[Nd+3] Neodymium (III) oxide